The molecule is a diether that is ethylene glycol in which the hydrogens of the hydroxy groups have been replaced by 2-[bis(carboxymethyl)amino]ethyl group respectively. It has a role as a chelator. It is a tetracarboxylic acid, a tertiary amino compound and a diether. C(COCCOCCN(CC(=O)O)CC(=O)O)N(CC(=O)O)CC(=O)O